1-(3-(aminomethyl)phenyl)-N-(3-((cyclopropylmethylamino)(phenyl)methyl)-2-fluorophenyl)-3-(trifluoromethyl)-1H-pyrazole-5-carboxamide NCC=1C=C(C=CC1)N1N=C(C=C1C(=O)NC1=C(C(=CC=C1)C(C1=CC=CC=C1)NCC1CC1)F)C(F)(F)F